7-{[2-(4-chlorophenyl)imidazo[1,2-a]pyridin-3-yl]methyl}-N,N-diethyl-3-oxa-7,9-diazabicyclo[3.3.1]nonane-9-carboxamide ClC1=CC=C(C=C1)C=1N=C2N(C=CC=C2)C1CN1CC2COCC(C1)N2C(=O)N(CC)CC